ISOQUINOLINE-5-CARBALDEHYDE C1=NC=CC=2C(=CC=CC12)C=O